cyclopropyl 6-(1-(6-bromo-1H-imidazo[4,5-b]pyridin-2-yl)ethyl)-3,4-dihydroquinoline-1(2H)-carboxylate BrC=1C=C2C(=NC1)N=C(N2)C(C)C=2C=C1CCCN(C1=CC2)C(=O)OC2CC2